tert-butyl ((1R,2S,5R,6R)-3-benzyl-2-(((tert-butyldimethylsilyl)oxy)methyl)-3-azabicyclo[3.1.0]hexan-6-yl)carbamate C(C1=CC=CC=C1)N1[C@@H]([C@H]2[C@@H]([C@H]2C1)NC(OC(C)(C)C)=O)CO[Si](C)(C)C(C)(C)C